C1=CC(=CC=C1F)S(=O)(=O)C2=CC=C(C=C2)F 4,4'-difluorodiphenyl sulphone